(S)-N-(1-(2-chloro-3-methoxyphenyl)-1,4,5,7-tetrahydropyrano[3,4-c]pyrazol-4-yl)-5-ethyl-1-methyl-1H-imidazole-4-carboxamide ClC1=C(C=CC=C1OC)N1N=CC2=C1COC[C@H]2NC(=O)C=2N=CN(C2CC)C